NCCOCCOCCOCCOCCOCCOCCN(C(OC(C)(C)C)=O)C tert-butyl N-[[2-[2-[2-[2-[2-(2-aminoethoxy)ethoxy]ethoxy]ethoxy]ethoxy]ethoxy]ethyl]-N-methyl-carbamate